2,2'-((2',2''-dimethyl-[1,1':3',1'':3'',1'''-quaterphenyl]-4,4'''-diyl)bis(oxy))diacetaldehyde CC1=C(C=CC=C1C1=C(C(=CC=C1)C1=CC=C(C=C1)OCC=O)C)C1=CC=C(C=C1)OCC=O